[Ir+3].CC1=NN(C(=N1)C1=CC=CC=C1)C1=C(C=CC=C1)C.CC1=NN(C(=N1)C1=CC=CC=C1)C1=C(C=CC=C1)C.CC1=NN(C(=N1)C1=CC=CC=C1)C1=C(C=CC=C1)C tris[3-methyl-1-(2-methylphenyl)-5-phenyl-1H-1,2,4-triazole] iridium (III)